The molecule is a hydrochloride salt prepared from equimolar amounts of pazopanib and hydrochloric acid. Used for treatment of kidney cancer. It has a role as an antineoplastic agent, a vascular endothelial growth factor receptor antagonist, a tyrosine kinase inhibitor and an angiogenesis modulating agent. It contains a pazopanib(1+). CC1=C(C=C(C=C1)NC2=NC=CC(=N2)N(C)C3=CC4=NN(C(=C4C=C3)C)C)S(=O)(=O)N.Cl